(2R,3S)-3-Ethyl-2-[(3-methylimidazol-4-yl)methyl]-4-oxo-4-(sodiooxy)butyl (9Z,12Z)-octadeca-9,12-dienoate C(CCCCCCC\C=C/C\C=C/CCCCC)(=O)OC[C@@H]([C@@H](C(O[Na])=O)CC)CC=1N(C=NC1)C